4-((2R,6R)-4-(4-(2-(2-aminopyridin-3-yl)-5-phenyl-3H-imidazo[4,5-b]pyridin-3-yl)benzyl)-2,6-dimethylpiperazin-1-yl)pyrimidine-2-carbonitrile NC1=NC=CC=C1C1=NC=2C(=NC(=CC2)C2=CC=CC=C2)N1C1=CC=C(CN2C[C@H](N([C@@H](C2)C)C2=NC(=NC=C2)C#N)C)C=C1